OCC1C(C2CCC(CC2CC1)O)C1=C(C=C(C=C1)C(C)(CCCCCC)C)O 6-(Hydroxymethyl)-5-[2-hydroxy-4-(2-methyl-2-octanyl)phenyl]decahydro-2-naphthalenol